BrC1=NN2C(C=NC(=C2OCC(F)(F)F)C=2C=NN(C2)C(C)OCC)=N1 4-[2-bromo-5-(2,2,2-trifluoroethoxy)-[1,2,4]triazolo[1,5-a]pyrazin-6-yl]-1-(1-ethoxyethyl)pyrazole